C(=O)(O)C=1C=C(C=CC1C(=O)O)C1CC(C2=CC=C3C(=C12)C(=O)OC3=O)C 1-(3',4'-dicarboxyphenyl)-3-methylindan-6,7-dicarboxylic acid anhydride